pentamethylcyclopentadienyl-(1-n-propyl-3,6,7,8-tetrahydro-as-indacenyl)hafnium CC1=C(C(=C(C1([Hf]C1=C(C2=C3CCCC3=CC=C2C1)CCC)C)C)C)C